1-(6-amino-7-methoxy-3,4-dihydroisoquinolin-2(1H)-yl)ethan-1-one Ethyl-1-(4-((1,1-dimethylsilolan-3-yl)amino)-2-(methylthio)pyrimidin-5-yl)cyclopropane-1-carboxylate C(C)OC(=O)C1(CC1)C=1C(=NC(=NC1)SC)NC1C[Si](CC1)(C)C.NC=1C=C2CCN(CC2=CC1OC)C(C)=O